8-((3-(dimethylamino)propyl)(3-(2-(1-(8-methylnonyl)-1H-1,2,3-triazol-4-yl)ethoxy)-3-oxopropyl)amino)octyl nonanoate C(CCCCCCCC)(=O)OCCCCCCCCN(CCC(=O)OCCC=1N=NN(C1)CCCCCCCC(C)C)CCCN(C)C